N-methyl-2-((6-methylpyridin-3-yl)oxy)ethan-1-amine CNCCOC=1C=NC(=CC1)C